C1(=CC=CC=C1)C(=O)C=1C(=NC2=CC=CC=C2C1)C(F)(F)F phenyl-(2-(trifluoromethyl)quinolin-3-yl)methanone